C(C)(=O)N1CC(CCC1)N(C(=O)NCC=1NC2=CC(=C(C=C2C1)Cl)OCC1=NOC=C1)CC 1-(1-acetylpiperidin-3-yl)-3-({5-chloro-6-[(1,2-oxazol-3-yl)methoxy]-1H-indol-2-yl}methyl)-1-ethylurea